4-((4-((3-(N-(tert-butyl)sulfamoyl)phenyl)amino)-5-methylpyrimidin-2-yl)amino)-N-(3-chloro-4-((3-fluorobenzyl)oxy)phenyl)benzamide C(C)(C)(C)NS(=O)(=O)C=1C=C(C=CC1)NC1=NC(=NC=C1C)NC1=CC=C(C(=O)NC2=CC(=C(C=C2)OCC2=CC(=CC=C2)F)Cl)C=C1